methyl N-[(benzyloxy)carbonyl]-O-(trifluoromethyl)-L-homoserinate C(C1=CC=CC=C1)OC(=O)N[C@@H](CCOC(F)(F)F)C(=O)OC